ClC=1C=C(C=2N(N1)C(=NN2)C2CC2)NCC2=NC=CC=C2 6-chloro-3-cyclopropyl-N-(2-pyridylmethyl)-[1,2,4]triazolo[4,3-b]pyridazin-8-amine